BrCC1(COC1)NC(OCC1=CC=C(C=C1)OC)=O 4-methoxybenzyl (3-(bromomethyl)oxetan-3-yl)carbamate